((2-(isopropylsulfonyl)phenyl)amino)-3-((6-methoxy-2-methyl-1,2,3,4-tetrahydroisoquinolin-7-yl)amino)-1,2,4-triazine-6-carboxamide C(C)(C)S(=O)(=O)C1=C(C=CC=C1)NC=1N=C(N=NC1C(=O)N)NC1=C(C=C2CCN(CC2=C1)C)OC